N-(3-(1,1-difluoroethyl)phenyl)-1-(4-(difluoromethoxy)phenyl)-3-methyl-5-oxo-4,5-dihydro-1H-pyrazole-4-carboxamide FC(C)(F)C=1C=C(C=CC1)NC(=O)C1C(=NN(C1=O)C1=CC=C(C=C1)OC(F)F)C